C(CN)N.I.I ethanediamine dihydroiodide